N,N'-bis(4-aminobenzoyl)-3,3'-diamino-4,4-dihydroxybiphenyl NC1=CC=C(C(=O)NC2C=C(C=CC2(O)O)C2=CC(=CC=C2)NC(C2=CC=C(C=C2)N)=O)C=C1